C([C@]1(C)C(C)(C)[C@H](C(=O)O)CC1)(=O)O (cis,1S,3R)-camphoric acid